FC=1C(=CC2=C(NC(=N2)C=2C(=C(C=CC2)C2=C(C(=CC=C2)C=2OC3=C(N2)C=C(C(=C3)OC(F)F)CN3[C@@H](CCC3)C(=O)O)C)C)C1F)CN1CCCC1 ((2-(3'-(6,7-difluoro-5-(pyrrolidin-1-ylmethyl)-1H-benzo[d]imidazol-2-yl)-2,2'-dimethyl-[1,1'-biphenyl]-3-yl)-6-(difluoromethoxy)benzo[d]oxazol-5-yl)methyl)-L-proline